Ethylene butyl methacrylate glycidyl-acrylate Methyl-(E)-3-(4-(((2-(1H-indol-3-yl)ethyl)amino)methyl)phenyl)acrylate COC(\C=C\C1=CC=C(C=C1)CNCCC1=CNC2=CC=CC=C12)=O.C(C1CO1)OC(C=C)=O.C(C(=C)C)(=O)OCCCC.C=C